ClC=1C=C(CN2N=NC3=C2N=C(NC3=O)C(C)C)C=C(C1C(C1=CC=C(C=C1)Cl)=O)Cl 3-(3,5-Dichloro-4-(4-chlorobenzoyl)benzyl)-5-isopropyl-3,6-dihydro-7H-[1,2,3]triazolo[4,5-d]pyrimidin-7-one